2'-methyl-2'-deoxycytidine C[C@H]1[C@@H](O[C@@H]([C@H]1O)CO)N1C(=O)N=C(N)C=C1